C(#N)C1=CC(=C(C=C1)[C@H](C)OC1=CC=C2CCN(CC2=C1)CC1=NC2=C(N1C[C@H]1OCC1)C=C(C=C2)C(=O)O)F 2-((7-((S)-1-(4-cyano-2-fluorophenyl)ethoxy)-3,4-dihydroisoquinolin-2(1H)-yl)methyl)-1-(((S)-oxetan-2-yl)methyl)-1H-benzo[d]imidazole-6-carboxylic acid